C(C)(C)C1=C(OC=C1)[C@H]1[C@H](CC[C@H]1C)C(C)=O 1-[(1S,2R,3R)-2-(3-isopropyl-2-furyl)-3-methyl-cyclopentyl]ethanone